COC=1C=C2C(=NC(=NC2=CC1OC)C)NC(C)C1=C2C=NN(C2=CC=C1)C 6,7-dimethoxy-2-methyl-N-[1-(1-methyl-1H-indazol-4-yl)ethyl]quinazolin-4-amine